C(C1=CC=C(C(=O)[O-])C=C1)(=O)[O-].[Na+].[Na+] sodium terephthalate salt